(2-(hydroxymethyl)oxazol-4-yl)-thiomorpholine-methanone OCC=1OC=C(N1)C1N(CCSC1)C=O